tert-butyl-(S)-2-(chloromethyl)-7-fluoro-1-(oxetan-2-ylmethyl)-1H-benzo[D]imidazole-6-carboxylic acid methyl ester COC(=O)C=1C=C(C2=C(N(C(=N2)CCl)C[C@H]2OCC2)C1F)C(C)(C)C